1-(5-fluoro-2-(1-methyl-1H-pyrazol-4-yl)phenyl)ethan-1-amine FC=1C=CC(=C(C1)C(C)N)C=1C=NN(C1)C